CC1=NN(C=C1B1OC(C(O1)(C)C)(C)C)CC(F)(F)F 3-methyl-4-(4,4,5,5-tetramethyl-1,3,2-dioxaborolan-2-yl)-1-(2,2,2-trifluoroethyl)-1H-pyrazole